4-bromo-6-fluoro-2,3-dihydro-benzofuran-5-ylamine BrC1=C(C(=CC2=C1CCO2)F)N